C(C1=CC=CC=C1)OC(=O)N[C@@H]1CN([C@H](C=C[C@H]1C)CO[Si](C)(C)C(C)(C)C)C(=O)OCC1=CC=CC=C1 Benzyl (3S,4R,7R)-3-(((benzyloxy)carbonyl)amino)-7-(((tert-butyldimethylsilyl) oxy)methyl)-4-methyl-2,3,4,7-tetrahydro-1H-azepine-1-carboxylate